FC(CC=1C(=NC(=NC1)NS(=O)(=O)C1=CNC2=C1C=CC=1C=CC=NC21)OC)F N-[5-(2,2-difluoroethyl)-4-methoxy-pyrimidin-2-yl]-1H-pyrrolo[3,2-H]quinoline-3-sulfonamide